O[C@H]1CN(OC1)C(=O)C=1N(C=C2N(C(N(C(C21)=O)C)=O)CC)CC2=CC=CC1=CC=CC=C21 (S)-5-(4-hydroxyisoxazolidine-2-carbonyl)-1-ethyl-3-methyl-6-(naphthalen-1-ylmethyl)-1,6-dihydro-2H-pyrrolo[3,4-d]pyrimidine-2,4(3H)-dione